N-(4-(6-chloroquinoxalin-2-yl)phenyl)acetamide ClC=1C=C2N=CC(=NC2=CC1)C1=CC=C(C=C1)NC(C)=O